tert-butyl-2,4-dioxopiperidine C(C)(C)(C)N1C(CC(CC1)=O)=O